BrC1=NC=CC(=C1)CN(CCOC1=NC(=CC=C1)Cl)C N-[(2-bromo-4-pyridyl)methyl]-2-[(6-chloro-2-pyridyl)oxy]-N-methyl-ethanamine